C1(CCCCC1)CCO 2-Cyclohexyl-1-ethanol